2,2,3,3,4,4-hexafluoro-1,5-bis(vinyloxy)pentane FC(COC=C)(C(C(COC=C)(F)F)(F)F)F